methyl 2-pyridinylpropionate N1=C(C=CC=C1)C(C(=O)OC)C